CC1=CC=C(C=C1)S(=O)(=O)C(=[N+]=[N-])S(=O)(=O)C2=CC=C(C=C2)C bis(p-toluenesulfonyl)diazomethane